CN1C(CCC2=CC(=CC=C12)C=1C=C(C=NC1)C1(CC1)NC(=O)C=1C(=NOC1C)C)=O 3,5-Dimethyl-isoxazole-4-carboxylic acid {1-[5-(1-methyl-2-oxo-1,2,3,4-tetrahydro-quinolin-6-yl)-pyridin-3-yl]-cyclopropyl}-amide